3-(5-isopropyl-3-methyl-cyclohexen-1-yl)propionaldehyde C(C)(C)C1CC(C=C(C1)CCC=O)C